2,3,4,5-tetrahydropyridine-2-carboxylic acid N=1C(CCCC1)C(=O)O